N-(cyclopropanesulfonyl)-4-[(1S,3R,4S,5R)-5-[[4-cyclopropyl-1-(2,6-dichlorophenyl)-1H-pyrazol-5-yl]methoxy]-3-methyl-2-azabicyclo[2.2.1]heptan-2-yl]-2-fluorobenzamide C1(CC1)S(=O)(=O)NC(C1=C(C=C(C=C1)N1[C@@H]2C[C@H]([C@H]([C@H]1C)C2)OCC2=C(C=NN2C2=C(C=CC=C2Cl)Cl)C2CC2)F)=O